N-[(2S)-1-({(1S)-1-cyano-2-[(3S)-2-oxopyrrolidin-3-yl]ethyl}amino)-4-methyl-1-oxopentan-2-yl]-3-fluoro-4-methoxy-1H-indole-2-carboxamide C(#N)[C@H](C[C@H]1C(NCC1)=O)NC([C@H](CC(C)C)NC(=O)C=1NC2=CC=CC(=C2C1F)OC)=O